FC1=CC(=C(C=C1OC)N1/C(/SCC1=O)=N/C(=O)NC1=C(C=C(C=C1)C1=NN(C=N1)C1=CC=C(C=C1)OC(F)(F)F)F)C(C)C (Z)-1-(3-(4-fluoro-2-isopropyl-5-methoxyphenyl)-4-oxothiazolidin-2-ylidene)-3-(2-fluoro-4-(1-(4-(trifluoromethoxy)phenyl)-1H-1,2,4-triazol-3-yl)phenyl)urea